ClCC(C)(C)NC1CCCCC1 N-(2-chloro-1,1-dimethyl-ethyl)cyclohexanamine